4-methoxy-2-methyl-6-(4-(((3S,5R)-3-methyl-5-(4-methyl-1-oxo-1,3-dihydroisobenzofuran-5-yl)piperazin-1-yl)methyl)-1H-1,2,3-triazol-1-yl)nicotinonitrile COC1=CC(=NC(=C1C#N)C)N1N=NC(=C1)CN1C[C@@H](N[C@@H](C1)C=1C(=C2COC(C2=CC1)=O)C)C